N2-[2-(5-ethoxy-1H-indol-3-yl)ethyl]-N4-(1-methylindol-4-yl)pyrimidine-2,4-diamine C(C)OC=1C=C2C(=CNC2=CC1)CCNC1=NC=CC(=N1)NC1=C2C=CN(C2=CC=C1)C